1'-(tert-butyloxycarbonyl)-1-oxo-1,3-dihydrospiro[indene-2,4'-piperidine]-6-carboxylic acid C(C)(C)(C)OC(=O)N1CCC2(CC1)C(C1=CC(=CC=C1C2)C(=O)O)=O